9-fluoro-7-(hydroxymethyl)furo[2,3-c]quinolin-4(5H)-one FC=1C=2C3=C(C(NC2C=C(C1)CO)=O)OC=C3